C(C)(C)(C)OC(=O)N1CC(=CCC1)C=1C=NC(=C(C(=O)OC)C1)OC methyl 5-(1-(tert-butoxycarbonyl)-1,2,5,6-tetrahydropyridin-3-yl)-2-methoxynicotinate